4-[[2-[1-[2-[4-[3-[1-(5-chloropyrimidin-2-yl)-4-piperidyl]propoxy]-2-fluoro-phenyl]acetyl]azetidin-3-yl]acetyl]amino]butane-1-sulfonic acid ClC=1C=NC(=NC1)N1CCC(CC1)CCCOC1=CC(=C(C=C1)CC(=O)N1CC(C1)CC(=O)NCCCCS(=O)(=O)O)F